(R)-3,4-Dimethylpiperazine-1-carboxylic acid tert-butyl ester C(C)(C)(C)OC(=O)N1C[C@H](N(CC1)C)C